C(CCCCCCCCC)C(=O)N Decylcarboxamide